(Cyclopropanecarboxamido)-4-((3-(6-(2-hydroxypropan-2-yl)pyridazin-3-yl)-2-methoxyphenyl)amino)-N-(methyl-d3)pyridazine-3-carboxamide C1(CC1)C(=O)NC=1C(=C(N=NC1)C(=O)NC([2H])([2H])[2H])NC1=C(C(=CC=C1)C=1N=NC(=CC1)C(C)(C)O)OC